C(C)OC=1C=CC(=NC1)C=1N(C(=NN1)C1CC(C1)NC(=O)C1=NC2=CC=C(C=C2C=C1)F)C1=C(C=CC=C1)F N-((1S,3r)-3-(5-(5-ethoxypyridin-2-yl)-4-(2-fluorophenyl)-4H-1,2,4-triazol-3-yl)cyclobutyl)-6-fluoroquinoline-2-carboxamide